2-ethyl-6-methyl-9-acryloyloxy-10-phenoxy-1,2,3,4-Tetrahydroanthracene C(C)C1CC2=C(C3=CC=C(C=C3C(=C2CC1)OC1=CC=CC=C1)C)OC(C=C)=O